N1=C(C=CC=C1)CN1C(=NC2=C1C=CC=C2)CCN 2-(1-(pyridin-2-ylmethyl)-1H-benzo[d]imidazol-2-yl)ethan-1-amine